N[C@@H](CCC(=O)[O-])C(=O)OC(C=C)=O acryloyl glutamate